CC(CC)(NC(C=C)=O)C N-dimethylpropyl-acrylamide